(R)-2-(p-chlorophenoxy)-3-fluoropropionic acid ClC1=CC=C(O[C@H](C(=O)O)CF)C=C1